CN1C=[NH+]C(=C1)C 1,4-dimethylimidazolium